OC=1C(=C(C(=CC1)C)C1=C(C2=C(N=C1)NC(=C2)C=2C=NN(C2)CC(C)(C)O)C#N)C (S)-5-(3-hydroxy-2,6-dimethylphenyl)-2-(1-(2-hydroxy-2-methylpropyl)-1H-pyrazol-4-yl)-1H-pyrrolo[2,3-b]pyridine-4-carbonitrile